(S)-allyl (4-(2-(4-chloro-3-fluorophenoxy)acetamido)-3-hydroxybicyclo[2.2.2]octan-1-yl)carbamate ClC1=C(C=C(OCC(=O)NC23[C@H](CC(CC2)(CC3)NC(OCC=C)=O)O)C=C1)F